ClC1=C(C=CC(=C1)C)C=1C=C(C2=C(NC(=N2)C(F)(F)F)C1)C(=O)O 6-(2-chloro-4-methylphenyl)-2-(trifluoromethyl)-1H-benzoimidazole-4-carboxylic acid